(R)-6-(tert-butyl)-10-((8-ethoxy-8-oxooctyl)oxy)-2-oxo-6,7-dihydro-2H-pyrido[2',1':3,4]pyrazino[1,2-b]indazole-3-carboxylic acid C(C)(C)(C)[C@H]1N2C(C=3N(N=C4C(=CC=CC34)OCCCCCCCC(=O)OCC)C1)=CC(C(=C2)C(=O)O)=O